N-[(3S)-9-fluoro-2-oxo-5-phenyl-1,3-dihydro-1,4-benzodiazepine-3-yl]Pyrazole-4-carboxamide FC1=CC=CC=2C(=N[C@@H](C(NC21)=O)NC(=O)C=2C=NNC2)C2=CC=CC=C2